C(=O)C=1C=C(C2=C(C(=NO2)NC[C@@H](C)O)C1)C#N 5-formyl-3-(((R)-2-hydroxypropyl)amino)benzo[d]isoxazole-7-carbonitrile